(S)-6-(4-chlorophenyl)-N-(1-[1-(4-chlorophenyl)cyclopropyl]methyl)-2-(1-Methyl-1H-pyrazol-4-yl)pyrimidine-4-carboxamide ClC1=CC=C(C=C1)C1=CC(=NC(=N1)C=1C=NN(C1)C)C(=O)NCC1(CC1)C1=CC=C(C=C1)Cl